1-[2-(3-bromo-5-methyl-pyrazol-1-yl)-6-chloro-3-pyridyl]ethanone BrC1=NN(C(=C1)C)C1=NC(=CC=C1C(C)=O)Cl